FC1=C(C(=CC(=C1)OC(NC)=O)F)C=1N=C2N(C=CC(=C2)C)C1C[C@H]1CN(CCO1)C(=O)OC methyl (S)-2-((2-(2,6-difluoro-4-(methylcarbamoyloxy)phenyl)-7-methylimidazo[1,2-a]pyridin-3-yl)methyl)morpholine-4-carboxylate